6-chloro-4-methylpicolinic acid ClC1=CC(=CC(=N1)C(=O)O)C